N1C=NC(=C1)C=1C=C(C=CC1N)S(=O)(=O)N 3-(imidazol-4-yl)-4-(amino)-benzenesulfonamide